COC([O-])=O.C(CCC)N1C(=[N+](C=C1)C)C 1-Butyl-2,3-dimethylimidazolium methyl-carbonate